4-((3-(6,6-dimethyl-2-oxo-1,3-oxazinan-3-yl)propyl)amino)-2-((3-methyl-1-(1-methylpyrrolidin-3-yl)-1H-pyrazol-4-yl)amino)pyrimidine-5-carbonitrile CC1(CCN(C(O1)=O)CCCNC1=NC(=NC=C1C#N)NC=1C(=NN(C1)C1CN(CC1)C)C)C